C1(=CC=CC=C1)C(C(OC(C)(C)C)=S)C (tert-butyl) 2-phenylpropanethioate